C1(CC1)N[C@H]1CN(CC1)C1=CC=C(N=N1)C1=C(C=C(C(=C1)F)C=1C=NNC1)O 2-{6-[(3R)-3-(cyclopropylamino)pyrrolidin-1-yl]pyridazin-3-yl}-4-fluoro-5-(1H-pyrazol-4-yl)phenol